tert-butyl 5-[(2r,3r)-1-ethoxy-2-methyl-1-oxopentan-3-yl]-4-oxo-1,3-dihydrophthalazine-2-carboxylate C(C)OC([C@@H]([C@@H](CC)C1=C2C(NN(CC2=CC=C1)C(=O)OC(C)(C)C)=O)C)=O